4-(6,7-Dimethoxy-3,4-dihydroisoquinolin-2(1H)-yl)-6-(6-methoxypyridin-3-yl)pyrimidin-2-amine COC=1C=C2CCN(CC2=CC1OC)C1=NC(=NC(=C1)C=1C=NC(=CC1)OC)N